FN(S(=O)(=O)C1=CC=CC=C1)S(=O)(=O)C1=CC=CC=C1 N-Fluoro-N-(phenylsulfonyl)benzenesulfonamide